ClC1=CC=C(CN2C[C@@H](CCC2)C2=CC=NC=3N2N=C(C3CNCC3CCOCC3)C)C=C1 (R)-1-(7-(1-(4-chlorobenzyl)piperidin-3-yl)-2-methylpyrazolo[1,5-a]pyrimidin-3-yl)-N-((tetrahydro-2H-pyran-4-yl)methyl)methylamine